9-(3-fluorophenyl)-5-(2-hydroxyethyl)-6,9-dihydro-[1,3]dioxolo[4,5-g]furo[3,4-b]quinolin-8(5H)-one FC=1C=C(C=CC1)C1C2=C(N(C=3C=C4C(=CC13)OCO4)CCO)COC2=O